5,7-dimethoxy-2-(p-fluorophenyl)-flavanone COC1=C2C(CC(OC2=CC(=C1)OC)(C1=CC=CC=C1)C1=CC=C(C=C1)F)=O